2-[1-(6-Methyl-4-oxo-2-pyrazol-1-yl-chromen-8-yl)ethylamino]benzoic acid CC=1C=C2C(C=C(OC2=C(C1)C(C)NC1=C(C(=O)O)C=CC=C1)N1N=CC=C1)=O